1-(4-(2-(4-(9-benzyl-6-isopropoxy-9H-purin-8-yl)-3-methyl-phenoxy)ethyl)piperazin-1-yl)ethan-1-one C(C1=CC=CC=C1)N1C2=NC=NC(=C2N=C1C1=C(C=C(OCCN2CCN(CC2)C(C)=O)C=C1)C)OC(C)C